C(C)(C)(C)C1=CC=C(C=C1)C=1N=CN2C1C=CC(=C2)C(=O)O 1-(4-(tert-Butyl)phenyl)imidazo[1,5-a]pyridine-6-carboxylic acid